1-(4-Fluoro-phenyl)-3-[3-(2-methyl-2H-pyrazol-3-yl)-4-trifluoromethoxy-phenyl]-urea FC1=CC=C(C=C1)NC(=O)NC1=CC(=C(C=C1)OC(F)(F)F)C=1N(N=CC1)C